N,N'-bis(acryloyl)cystamine C(C=C)(=O)NCCSSCCNC(C=C)=O